ClC1=C(C=C(C=C1)C=1OC2=CC(=CC=C2C(C1)=O)O)CN1CCCC1 (4-chloro-3-(pyrrolidin-1-ylmethyl)phenyl)-7-hydroxy-4H-chromen-4-one